[Na+].C=CC1=CC=C(C=C1)S(=O)(=O)[O-] 4-styrenesulphonic acid, sodium salt